Fluoroethyl 4-methylbenzenesulfonate CC1=CC=C(C=C1)S(=O)(=O)OCCF